C1(=C2N(C=N1)CCC2)C(C(NC=2SC=CN2)=O)N2N=C1C(=C(C=CC1=C2)C=2C=CC(=NC2)N2CCC(CC2)(O)CC(=O)O)F 2-[1-[5-[2-[1-(6,7-dihydro-5H-pyrrolo[1,2-c]imidazol-1-yl)-2-oxo-2-(thiazol-2-ylamino)ethyl]-7-fluoro-indazol-6-yl]-2-pyridinyl]-4-hydroxy-4-piperidinyl]acetic acid